NC1=NC(=CC=C1C(=O)OC)C1NCCN(C1)CCC(F)(F)F Methyl 2-amino-6-(4-(3,3,3-trifluoropropyl)piperazin-2-yl)pyridine-3-carboxylate